ClC1=NC2=CC(=CC=C2C2=C1NC1=C2C=NC=C1)C(=O)OCC ethyl 6-chloro-7H-pyrido[3',4':4,5]pyrrolo[2,3-c]quinoline-3-carboxylate